CN1N=CC(=C1C1=CC=2N(C=C1)N=C(C2)NC(=O)C2CC2)CO[C@H]2CN(CC2)C N-[5-[2-methyl-4-[[(3R)-1-methylpyrrolidin-3-yl]oxymethyl]pyrazol-3-yl]pyrazolo[1,5-a]pyridin-2-yl]cyclopropanecarboxamide